FC1(CCC(CC1)NCCCCCOC1=C(C=CC(=C1F)C)S(=O)(=O)N1[C@@H](CCC1)C(=O)O)F ((2-((5-((4,4-Difluorocyclohexyl)amino)pentyl)oxy)-3-fluoro-4-methylphenyl)sulfonyl)-L-proline